1-(9-Ethyl-9H-carbazol-3-yl)-4,4,4-trifluorobutane-1,3-dione C(C)N1C2=CC=CC=C2C=2C=C(C=CC12)C(CC(C(F)(F)F)=O)=O